(6Z)-8-(cis-4-aminocyclohexyloxy)-5,5-dimethyl-6-[2-(trifluoromethoxy)ethoxyimino]benzo[h]quinazolin-4-amine N[C@H]1CC[C@H](CC1)OC=1C=CC2=C(\C(\C(C=3C(=NC=NC23)N)(C)C)=N/OCCOC(F)(F)F)C1